C(C)(C)N1CC(C1)N1CCCCC1 1-(1-Isopropyl-azetidin-3-yl)piperidine